trans-5-norbornene-2,3-dicarboxylic acid dichloride C12C(C(C(C=C1)C2)C(=O)Cl)C(=O)Cl